COC=1C=C(CC2=CN=C(S2)C2C(=NN(C(C2)=O)C)C(=O)N)C=CC1 (5-(3-methoxybenzyl)thiazol-2-yl)-1-methyl-6-oxo-1,4,5,6-tetrahydropyridazine-3-carboxamide